O=C1NC(CCC1N1C(C2=CC=CC(=C2C1=O)NCCCCCC(=O)NC1=CC=C(C=C1)CCOC1=NC(=CC(=N1)N/N=C/C1=CC(=CC=C1)C)N1CCOCC1)=O)=O (E)-6-((2-(2,6-dioxopiperidin-3-yl)-1,3-dioxoisoindolin-4-yl)amino)-N-(4-(2-((4-(2-(3-methylbenzylidene)hydrazino)-6-morpholinopyrimidin-2-yl)oxy)ethyl)phenyl)hexanamide